rac-6-[(3aR,7aS)-octahydro-1H-pyrrolo[3,4-c]pyridin-5-yl]-1-(2,2-difluoroethyl)-1H-pyrazolo[3,4-b]pyrazine hydrochloride Cl.C1NC[C@@H]2CN(CC[C@@H]21)C2=CN=C1C(=N2)N(N=C1)CC(F)F |r|